N1(CCCCC1)C1CC(C1)N1CC2(CCN(CC2)C(CC)=O)C2=CC=CC=C12 1-((1s,3s)-3-(piperidin-1-yl)cyclobutyl)-1'-propionylspiro[indoline-3,4'-piperidine]